CC=1C=C(C=CC1)C1(CC1)C1=NOC(=N1)C1=CC=NN1C 3-[1-(3-methylphenyl)cyclopropyl]-5-(1-methyl-1H-pyrazol-5-yl)-1,2,4-oxadiazole